C(C)(C)(C)OC(=O)N(C(OC(C)(C)C)=O)C1=C(C(=NC(=C1)Cl)Cl)F tert-Butyl N-[(tert-butoxy)carbonyl]-N-(2,6-dichloro-3-fluoropyridin-4-yl)carbamate